O[C@@H]1C[C@H](N(C1)C([C@H](C(C)(C)C)NC(CCCCCCCO)=O)=O)C(=O)N[C@@H](C)C1=CC=C(C=C1)C1=C(N=CS1)C (2S,4R)-4-hydroxy-1-((S)-2-(8-hydroxyoctanamido)-3,3-dimethylbutanoyl)-N-((S)-1-(4-(4-methylthiazol-5-yl)phenyl)ethyl)pyrrolidine-2-carboxamide